ClC=1C=CC(=NC1)[C@H](C)C1(CCN(CC1)C(=O)OC(C)(C)C)O tert-butyl 4-[(1S)-1-(5-chloro-2-pyridyl)ethyl]-4-hydroxy-piperidine-1-carboxylate